CC1=C(C=CC=C1C)N1N=C(C2=NC=C(C=C21)OC)I (2,3-dimethylphenyl)-3-iodo-6-methoxy-1H-pyrazolo[4,3-b]pyridine